COC(=O)C1=NC(=CN=C1OC1=C(C(=C(C=C1)F)F)OC)C(F)(F)F 3-(3,4-difluoro-2-methoxy-phenoxy)-6-(trifluoromethyl)pyrazine-2-carboxylic acid methyl ester